(S)-4-bromo-indan-1-ol BrC1=C2CC[C@@H](C2=CC=C1)O